C(C=C)OCCOCCOCCN 2-[2-(2-prop-2-enoxyethoxy)ethoxy]ethanamine